1-(8-bromoimidazo[1,2-a]pyridin-3-yl)-3-(4-methoxybenzyl)dihydropyrimidine-2,4(1H,3H)-dione BrC=1C=2N(C=CC1)C(=CN2)N2C(N(C(CC2)=O)CC2=CC=C(C=C2)OC)=O